N'-((3-fluoro-5-(trifluoromethyl)pyridin-2-yl)methyl)-N-(methyl-d3)cyclopropanecarbohydrazide FC=1C(=NC=C(C1)C(F)(F)F)CNN(C(=O)C1CC1)C([2H])([2H])[2H]